C(CCCCCCCCC)(=O)N[C@H](CSCC1=CC=C(C(=O)OC)C=C1)C(=O)NCCCCCC methyl (S)-4-(((2-decanamido-3-(hexylamino)-3-oxopropyl)thio)methyl)benzoate